2-((1-benzyl-4-fluoropiperidin-4-yl)methylene)-5,6-dimethoxy-2,3-dihydrobenzo[b]thiophene 1,1-dioxide C(C1=CC=CC=C1)N1CCC(CC1)(F)C=C1CC2=C(S1(=O)=O)C=C(C(=C2)OC)OC